acrylamido-2-(acryloyloxy)ethyl-trimethylammonium chloride [Cl-].C(C=C)(=O)NC[N+](C)(C)CCOC(C=C)=O